C(=O)(O)C=1C=C(C=C(C1)C(=O)O)C1=C(C=C(C=C1C)C1=CC(=CC(=C1)C(=O)O)C(=O)O)C 1,4-di(3,5-dicarboxyphenyl)-2,6-dimethylbenzene